S(=O)(=O)([O-])S(=O)(=O)[O-].[Na+].BrC=1C=C(C=CC1OC1=C(C=C(C=C1)F)F)SC.[Na+] (3-bromo-4-(2,4-difluorophenoxy)benzeneyl)(methyl)sulfane sodium metabisulfate